ONC(CC)=O N-hydroxy-2-methylacetamide